tertbutyl 4-[5-methyl-1-[4-(trifluoromethoxy)phenyl]pyrazol-3-yl]piperazine-1-carboxylate CC1=CC(=NN1C1=CC=C(C=C1)OC(F)(F)F)N1CCN(CC1)C(=O)OC(C)(C)C